4-(5-(8-methoxy-[1,2,4]triazolo[1,5-a]pyridin-6-yl)-6-methyl-2-oxo-2,3-dihydro-1H-benzo[d]imidazol-1-yl)piperidine-1-carboxylic acid tert-butyl ester C(C)(C)(C)OC(=O)N1CCC(CC1)N1C(NC2=C1C=C(C(=C2)C=2C=C(C=1N(C2)N=CN1)OC)C)=O